(S)-(3-phenyl-tetrahydrofuran-3-yl)methanol methyl-3-aminobicyclo[1.1.1]pentane-1-carboxylate hydrochloride Cl.CC1C2(CC1(C2)N)C(=O)OC[C@]2(COCC2)C2=CC=CC=C2